COC1=CC=C(CN(C2=CC(=C(C(=N2)C2=C(C=C3C(=NC(=NC3=C2F)F)N2[C@H](CN(CC2)C(=O)OC(C)(C)C)C)Cl)I)C)CC2=CC=C(C=C2)OC)C=C1 tert-butyl (3S)-4-(7-(6-(bis(4-methoxybenzyl)amino)-3-iodo-4-methylpyridin-2-yl)-6-chloro-2,8-difluoroquinazolin-4-yl)-3-methylpiperazine-1-carboxylate